ClC1=C(COC2=CC=C(C=C2)NC(=O)C2=COC3=C2C=C(C(=C3)/C(/N)=N/O)F)C=CC(=C1)F (Z)-N-(4-((2-chloro-4-fluorobenzyl)oxy)phenyl)-5-fluoro-6-(N'-hydroxycarbamimidoyl)benzofuran-3-carboxamide